CN(CCCOC(=O)NC=1C=C(C(=O)OC(C)(C)C)C=C(C1)NC(=O)OCCCN(C)C)C tert-butyl 3,5-bis(((3-(dimethylamino)propoxy)carbonyl)amino)benzoate